3-((4,4-bis(octyloxy)butanoyl)oxy)-2-((((3-(diethylamino)propyl)carbamoyl)oxy)methyl)propyl (9Z,12Z)-octadeca-9,12-dienoate C(CCCCCCC\C=C/C\C=C/CCCCC)(=O)OCC(COC(CCC(OCCCCCCCC)OCCCCCCCC)=O)COC(NCCCN(CC)CC)=O